N1C(=NC2=C1C=CC=C2)C2(C(N(C1=CC=C(C=C21)C)C)=O)C2=C(C=CC=C2)O 3-(1H-Benzo[d]imidazol-2-yl)-3-(2-hydroxyphenyl)-1,5-dimethylindolin-2-one